FC1=C(C=CC=C1)CC(=O)NC1=CC(=C(C=C1)N1N=CC(=C1)C1=NC=NC=C1)S(N)(=O)=O 2-(2-fluorophenyl)-N-{4-[4-(pyrimidin-4-yl)-1H-pyrazol-1-yl]-3-sulfamoylphenyl}acetamide